NC(C(CC)(C1=CC=C(C=C1)CC)NC(=O)C=1C=NN2C1N[C@H](CC2(C)C)C2=CC=CC=C2)=O (5R)-N-(1-Amino-2-(4-ethylphenyl)-1-oxobutan-2-yl)-7,7-dimethyl-5-phenyl-4,5,6,7-tetrahydropyrazolo[1,5-a]pyrimidine-3-carboxamide